C(CCCCCCCCCCCCCCCCC)S(=O)(=O)N1CCNCC1 1-(octadecylsulfonyl)piperazine